2,3-dibromo-4-methoxycarbonyloxy-1-acryloyloxynaphthalene BrC1=C(C2=CC=CC=C2C(=C1Br)OC(=O)OC)OC(C=C)=O